6-fluoro-3-oxoisobenzofuran FC1=CC=C2C(OCC2=C1)=O